C(C)(C)(C)OC(=O)N1CCN(CC1)C1=C(C(=CC=C1)NCC1=CC(=CC(=C1)Cl)Cl)N 4-(2-amino-3-((3,5-dichlorobenzyl)amino)phenyl)piperazine-1-carboxylic acid tert-butyl ester